CN1CCS(CC1)(=O)=O 4-methylthiomorpholine 1,1-dioxide